FC1=C(C=CC2=C1CNS2(=O)=O)NC2=NNC(=C2)[C@@H]2C[C@@H](CC2)OC2=NN=CN2C(C)C cis-4-fluoro-5-((5-(3-((4-isopropyl-4H-1,2,4-triazol-3-yl)oxy)cyclopentyl)-1H-pyrazol-3-yl)amino)-2,3-dihydrobenzo[d]isothiazole 1,1-dioxide